(9H-fluoren-9-yl)methyl (6-(4-((bis(4-methoxyphenyl)(phenyl)methoxy)methyl)-4-(hydroxymethyl)piperidin-1-yl)-6-oxohexyl)carbamate COC1=CC=C(C=C1)C(OCC1(CCN(CC1)C(CCCCCNC(OCC1C2=CC=CC=C2C=2C=CC=CC12)=O)=O)CO)(C1=CC=CC=C1)C1=CC=C(C=C1)OC